2',3'-dihydrospiro[cyclohexane-1,1'-indene]-4-carboxylic acid methyl ester COC(=O)C1CCC2(CCC3=CC=CC=C23)CC1